N-(adamantan-1-yl)-2-((6-(2-cyano-2-methylpropoxy)-2-oxo-1,2-dihydropyrimidin-4-yl)oxy)acetamide C12(CC3CC(CC(C1)C3)C2)NC(COC2=NC(NC(=C2)OCC(C)(C)C#N)=O)=O